OC(CCCCCCCCCCC(=O)O)CCCCCCC 12-Hydroxy-nonadecanoic acid